Cl.C1(CC1)NCC1CN(C1)C(=O)C=1C=C(CC2=NNC(C3=CC=CC=C23)=O)C=CC1F 4-(3-(3-((Cyclopropylamino)methyl)azetidin-1-carbonyl)-4-fluorobenzyl)phthalazin-1(2H)-on Hydrochlorid